FC(C=1C=C(C=CC1)NC(C1=NC=CC=C1)=O)(F)F N-(3-(trifluoromethyl)phenyl)picolinamid